(1R,3R)-3-(ethoxycarbonyl)cyclohexane-1-carboxylic acid C(C)OC(=O)[C@H]1C[C@@H](CCC1)C(=O)O